[K+].C(C=C)(=O)NCCCS(=O)(=O)[O-] 3-acrylamidopropanesulfonic acid, potassium salt